n-butyraldehyde dicarbonate C(=O)(O)OC(=O)O.C(CCC)=O